C(C1=CC=CC=C1)C1CCN(CC1)CC(=O)NCC1=CC=C(C=C1)S(N)(=O)=O 2-(4-Benzylpiperidin-1-yl)-N-(4-sulfamoylbenzyl)acetamide